N-(2-(4,6-dimethoxypyrimidin-5-yl)-1-methyl-1H-pyrrolo[2,3-c]pyridin-5-yl)-2-(hydroxymethyl)cyclopropane-1-carboxamide COC1=NC=NC(=C1C1=CC=2C(=CN=C(C2)NC(=O)C2C(C2)CO)N1C)OC